4-((1-((4,4-difluorocyclohexyl)methyl)-5-fluoro-1H-benzo[d]imidazol-2-yl)amino)-N-hydroxybenzoamide FC1(CCC(CC1)CN1C(=NC2=C1C=CC(=C2)F)NC2=CC=C(C(=O)NO)C=C2)F